FC1=C(CN2C(C3=CC=C(C=C3C=C2)C2=CC=C(C#N)C=C2)=O)C=CC=C1 4-(2-(2-fluorobenzyl)-1-oxo-1,2-dihydroisoquinolin-6-yl)benzonitrile